C1(CC1)[C@H]1CN=C2N1C1=CC=C(C=C1C(N2CC2=CN=C(S2)C)=O)S(=O)(=O)NC2(CC2)C (S)-1-cyclopropyl-N-(1-methyl-cyclopropyl)-4-((2-methylthiazol-5-yl)methyl)-5-oxo-1,2,4,5-tetrahydroimidazo[1,2-a]-quinazoline-7-sulfonamide